N-(4-acetamidobenzyl)-2-(4-chlorobenzyl)-8-methyl-4,5-dihydro-2H-furo[2,3-g]indazole-7-carboxamide C(C)(=O)NC1=CC=C(CNC(=O)C2=C(C3=C(CCC4=CN(N=C34)CC3=CC=C(C=C3)Cl)O2)C)C=C1